NC=1C=CC(=C(C1)C1(CCC(CC1)(F)F)O)N1C=NC=C1 1-(5-amino-2-(1H-imidazol-1-yl)phenyl)-4,4-difluorocyclohexan-1-ol